hexyl butylphosphonate C(CCC)P(OCCCCCC)([O-])=O